COC=1C(=CC(=NC1)N)C1=NN2C(C=N1)=CC=C2 5-methoxy-4-(pyrrolo[2,1-f][1,2,4]triazin-2-yl)pyridin-2-amine